3-Z-[1-(3-(N-methyl-N-ethyl-aminomethyl)-anilino)-1-phenyl-methylene]-6-carbamoyl-2-indolinone CN(CC)CC=1C=C(N\C(\C2=CC=CC=C2)=C\2/C(NC3=CC(=CC=C23)C(N)=O)=O)C=CC1